5-morpholinyl-4-oxo-1-[4-(trifluoromethoxy)phenyl]cinnoline-3-carboxylic acid N1(CCOCC1)C1=C2C(C(=NN(C2=CC=C1)C1=CC=C(C=C1)OC(F)(F)F)C(=O)O)=O